C(C)(C)N1C(N(C(C(=C1)C(=O)N)=O)C1=NC(=CC=C1)C)=O 1-isopropyl-3-(6-methylpyridin-2-yl)-2,4-dioxo-1,2,3,4-tetrahydropyrimidine-5-carboxamide